CC1CCC(CC1)N 4-methylcyclohexylamine